FC1=C(C=CC(=C1)OC)C(C(C(F)(F)F)(CSC)O)NC1=C2C=CC(NC2=CC=C1)=O 5-{[1-(2-Fluoro-4-methoxyphenyl)-3,3,3-trifluoro-2-hydroxy-2-([methylsulfanyl]methyl)propyl]amino}-1H-quinolin-2-one